FC(CN1[C@H]2CN([C@@H](C1)C2)C=2N=C1N(C(C2C)=O)C=C(C=C1[C@@H](C)NC1=C(C(=O)O)C=CC=C1)C)F 2-(((R)-1-(2-((1R,4R)-5-(2,2-difluoroethyl)-2,5-diazabicyclo[2.2.1]heptan-2-yl)-3,7-dimethyl-4-oxo-4H-pyrido[1,2-a]pyrimidin-9-yl)ethyl)amino)benzoic acid